benzoimidazole-5-carboxylic acid (4-diethylamino-butyl)-amide C(C)N(CCCCNC(=O)C1=CC2=C(N=CN2)C=C1)CC